2-ethyloctahydro-2H-pyrazino[1,2-a]pyrazine C(C)N1CC2N(CC1)CCNC2